N1=CC=C(C=C1)C1=NN=C(O1)S 5-(4-Pyridyl)-1,3,4-oxadiazole-2-thiol